2-(tetrahydro-2H-pyran-4-yl)-acetaldehyde O1CCC(CC1)CC=O